Ethyl (6S)-6-(4-(2-methoxypyridin-3-yl) piperazin-1-yl)-2-azaspiro[3.4]octane-2-carboxylate COC1=NC=CC=C1N1CCN(CC1)[C@@H]1CC2(CN(C2)C(=O)OCC)CC1